C(C)(=O)N(C1=C(C=C(C=C1)C1=CC=C(C=N1)C(=O)NCC=1C=NC=CC1)C)CCC(F)F 6-[4-[Acetyl-(3,3-difluoropropyl)amino]-3-methyl-phenyl]-N-(3-pyridylmethyl)pyridine-3-carboxamide